tri-normal propylphosphine C(CC)P(CCC)CCC